N-(8-amino-6-(4-ethyl-6-(hydroxymethyl)pyridin-3-yl)isoquinolin-3-yl)-2-fluorocyclopropane-1-carboxamide NC=1C=C(C=C2C=C(N=CC12)NC(=O)C1C(C1)F)C=1C=NC(=CC1CC)CO